COC(=O)[C@@]1([C@H](C1)C=C)C(=O)O (1s,2r)-1-methoxycarbonyl-2-vinylcyclopropanecarboxylic acid